ClC[C@@H](COC1=CC=C(C=C1)C(C)(C)C1=CC=C(C=C1)OC[C@@H](CN1CCSCC1)O)O (R)-1-chloro-3-(4-(2-(4-((R)-2-hydroxy-3-thiomorpholinopropoxy)phenyl)propan-2-yl)phenoxy)propan-2-ol